1-(6-bromopyridazin-3-yl)-N-methyl-methylamine BrC1=CC=C(N=N1)CNC